1-(benzylsulfanyl)-3-bromo-2-methylbenzene C(C1=CC=CC=C1)SC1=C(C(=CC=C1)Br)C